C(C1=CC=CC=C1)N1N=NC(=C1)C=O 1-benzyl-1H-1,2,3-triazole-4-carbaldehyde